COC1=CC(=CC(=C1)OC1=CC=CC=C1)C 1-methoxy-3-methyl-5-phenoxybenzene